N1(CCN(CCN(CC1)CP(O)(=O)C)CP(O)(=O)C)CP(O)(=O)C ((1,4,7-triazonane-1,4,7-triyl)tris(methylene))tris(methylphosphinic acid)